14-(3-oxo-1-propen-1-yl)-7-ethyl-7-hydroxy-10,13-dihydro-11H-[1,3]dioxolo[4,5-g]pyrano[3',4':6,7]indolizino[1,2-b]quinoline-8,11(7H)-dione O=CC=CC1=C2C(=NC=3C=C4C(=CC13)OCO4)C4=CC1=C(C(N4C2)=O)COC(C1(O)CC)=O